C(C)OC(C(CCCCCCCC)CCCCCC)=O.FC(C(=O)OCC)(CCCCCCCC)CCCCCC ethyl 2-fluoro-2-hexyldecanoate Ethyl-2-hexyldecanoate